CN(C1CCC(CC1)NC1=NC=C2C(=N1)N(C(N(C2)C2=CC(=C(C=C2)NS(=O)(=O)CC2=CC=CC=C2)F)=O)C(C)C)C N-(4-(7-(((1r,4r)-4-(dimethylamino)cyclohexyl)amino)-1-isopropyl-2-oxo-1,4-dihydropyrimido[4,5-d]pyrimidin-3(2H)-yl)-2-fluorophenyl)-1-phenylmethanesulfonamide